FC(CCC(=O)NC1=CC=C(C=N1)C1(CCC1)C(=O)N)(F)F 1-(6-(4,4,4-trifluorobutanamido)pyridin-3-yl)cyclobutane-1-carboxamide